N-(5-bromo-6-methoxypyridyl)methanesulfonamide BrC=1C=CC(=NC1OC)NS(=O)(=O)C